methyl 3-chloro-5-cyanoisoquinoline-1-carboxylate ClC=1N=C(C2=CC=CC(=C2C1)C#N)C(=O)OC